N,N'-Di(phenylaminocarbonyl)-ornithine C1(=CC=CC=C1)NC(=O)N[C@@H](CCCNC(=O)NC1=CC=CC=C1)C(=O)O